CNCCN1CCC(CC1)C=1C=C2C(=C(NC2=CC1)C=1C=C2C=CC=NC2=CC1)C n-methyl-2-(4-(3-methyl-2-(quinolin-6-yl)-1H-indol-5-yl)piperidin-1-yl)ethan-1-amine